1-{3-[3-(4-chlorophenyl)propoxy]propyl}piperidine, hydrochloride Cl.ClC1=CC=C(C=C1)CCCOCCCN1CCCCC1